COC(=O)C1=CN=C(S1)N.ClCC=1C=C(C=C)C=C(C1)CCl 3,5-bis(chloromethyl)styrene methyl-2-amino-1,3-thiazole-5-carboxylate